6-methyl-L-lysine CC(CCC[C@H](N)C(=O)O)N